1,3-oxazinanyl-(1,3-oxazinane) O1C(NCCC1)C1OCCCN1